N-[(1S)-1-{[(1S)-4-(carbamoylamino)-1-{[4-(hydroxymethyl)phenyl]carbamoyl}butyl]carbamoyl}-2-methylpropyl]-6-(2,5-dioxo-2,5-dihydro-1H-pyrrol-1-yl)hexanamide C(N)(=O)NCCC[C@@H](C(NC1=CC=C(C=C1)CO)=O)NC(=O)[C@H](C(C)C)NC(CCCCCN1C(C=CC1=O)=O)=O